NC=1C2=C(N=CN1)C(=NC(=C2)C)C=2C(=C(C=CC2C)O)C (R)-3-(4-amino-6-methylpyrido[3,4-d]pyrimidin-8-yl)-2,4-dimethylphenol